9-(12H-[1,3]dioxolo[4',5':5,6]indolo[3,2-c]isoquinolin-12-yl)-N-hydroxynonanamide C1=C2C3=C(N=CC2=CC=C1)C1=CC2=C(C=C1N3CCCCCCCCC(=O)NO)OCO2